ON(CC1=CC=CC=C1)C(C1=CC=CC=C1)P(C1=CC(=CC(=C1)C)C)=O (((hydroxy)benzylamino)(phenyl)methyl)(3,5-xylyl)phosphine oxide